FC=1C=NC=2OC(C3C4CCC(CN3C3=NC(=C(C1C32)C#N)C3COC3)N4)C 14-fluoro-9-methyl-17-(oxetan-3-yl)-10-oxa-2,12,18,20-tetrazapentacyclo[9.7.1.14,7.02,8.015,19]icosa-1(18),11(19),12,14,16-pentaene-16-carbonitrile